COC1=CC=C(CN2C(C3=C(CC2)N(N=C3)COCC[Si](C)(C)C)C)C=C1 5-(4-methoxybenzyl)-4-methyl-1-((2-(trimethylsilyl)ethoxy)methyl)-4,5,6,7-tetrahydro-1H-pyrazolo[4,3-c]pyridine